methyl (3R,6R)-1-N-BOC-4-(6-cyclopropyl-7-(2-fluoro-6-methoxyphenyl)-1-(2-isopropyl-4-methylpyridin-3-yl)-3-nitro-2-oxo-1,2-dihydro-1,8-naphthyridin-4-yl)-6-methylpiperazin-3-formate C(=O)(OC(C)(C)C)N1C[C@@H](N(C[C@H]1C)C1=C(C(N(C2=NC(=C(C=C12)C1CC1)C1=C(C=CC=C1OC)F)C=1C(=NC=CC1C)C(C)C)=O)[N+](=O)[O-])C(=O)OC